4-nitrobenzoic acid 7-(8-fluoro-5H-imidazo[5,1-a]isoindol-5-yl)-5,6,7,8-tetrahydroisoquinolin-8-yl ester FC1=CC=C2C(N3C(C2=C1)=CN=C3)C3CCC=1C=CN=CC1C3OC(C3=CC=C(C=C3)[N+](=O)[O-])=O